FC1=CC=C(C=N1)C(=O)N1C[C@H](CC1)N(C(=O)C1CC1)C N-[(3S)-1-(6-fluoropyridine-3-carbonyl)pyrrolidin-3-yl]-N-methylcyclopropane-carboxamide